Cl.ClCC1=NN(C=N1)C (chloromethyl)-1-methyl-1H-1,2,4-triazole hydrochloride